NCCNCCN1C(N(CC1)CCNCCN(CC#N)CC#N)=O 2,2'-((2-((2-(3-(2-((2-aminoethyl)amino)ethyl)-2-oxoimidazolidin-1-yl)ethyl)amino)ethyl)azanediyl)diacetonitrile